N1=C(C=CC=C1)/C=C/C1=NC=CC=C1 2-[(E)-2-pyridin-2-ylvinyl]pyridine